(R)-6-isopropyl-5-(8-methyl-[1,2,4]triazolo[1,5-a]pyridin-6-yl)-2-(2-methylpiperazin-1-yl)-4H-pyrrolo[3,2-d]thiazole C(C)(C)C1=C(NC2=C1N=C(S2)N2[C@@H](CNCC2)C)C=2C=C(C=1N(C2)N=CN1)C